C(C1=CC=CC=C1)OCCCOC=1C(=NC=C(C1)B1OC(C(O1)(C)C)(C)C)N1CCN(CC1)C 1-{3-[3-(benzyloxy)propoxy]-5-(4,4,5,5-tetramethyl-1,3,2-dioxaborolan-2-yl)pyridin-2-yl}-4-methylpiperazine